FC1=C(C(=O)OC)C=CC(=C1)[C@H](C)NC(=O)C1=C2N(N=C1C(F)(F)F)CCN2CC2=CC(=CC=C2)C(F)(F)F methyl (S)-2-fluoro-4-(1-(6-(trifluoromethyl)-1-(3-(trifluoromethyl)benzyl)-2,3-dihydro-1H-imidazo[1,2-b]pyrazole-7-carboxamido)ethyl)benzoate